CC=1N=CSC1C1=CC=C(C=C1)[C@H](CC=C)NC(OC(C)(C)C)=O tert-butyl (S)-(1-(4-(4-methylthiazol-5-yl)phenyl)but-3-en-1-yl)carbamate